F[C@@H]1CN(CC[C@@H]1NC1=NC=C(C(=N1)C1=CC(=C(S1)C(C)O)C#N)C(F)(F)F)S(=O)(=O)C=1N=CN(C1)C 5-(2-(((3R,4S)-3-fluoro-1-((1-methyl-1H-imidazol-4-yl)sulfonyl)piperidin-4-yl)amino)-5-(trifluoromethyl)pyrimidin-4-yl)-2-(1-hydroxyethyl)thiophene-3-carbonitrile